C[C@@H]1O[C@@H](CN(C1)C1=NN=C(C2=C(C=CC=C12)C)C1=C(C=C(C=C1)C(F)(F)F)O)C 2-(4-((cis)-2,6-dimethylmorpholino)-8-methylphthalazin-1-yl)-5-(trifluoromethyl)phenol